C(C)OC(C)=O.O1C=CC2=CC=CC=C12.O1C=CC2=CC=CC=C12 biscoumarone ethyl-acetate